N-CYCLOPROPYL-2-(4-FORMYL-2-NITROPHENOXY)ACETAMIDE C1(CC1)NC(COC1=C(C=C(C=C1)C=O)[N+](=O)[O-])=O